N-[[6-[2-(3-Thienyl)ethoxy]-2-pyridyl]sulfonyl]-2-(2,2,4-trimethylpyrrolidin-1-yl)pyridin-3-carboxamid S1C=C(C=C1)CCOC1=CC=CC(=N1)S(=O)(=O)NC(=O)C=1C(=NC=CC1)N1C(CC(C1)C)(C)C